2-(4-acetyl-1-oxo-6-(trifluoromethyl)phthalazin-2(1H)-yl)acetic acid C(C)(=O)C1=NN(C(C2=CC=C(C=C12)C(F)(F)F)=O)CC(=O)O